(1-naphtholate) aluminum [Al+3].C1(=CC=CC2=CC=CC=C12)[O-].C1(=CC=CC2=CC=CC=C12)[O-].C1(=CC=CC2=CC=CC=C12)[O-]